2-(but-2-yn-1-yl)-7-((2S,5R)-5-ethyl-2-methyl-4-(1-(thiazolo[5,4-b]pyridin-5-yl)ethyl)piperazin-1-yl)-4-methyl-2,4-dihydro-5H-pyrazolo[4,3-b]pyridin-5-one C(C#CC)N1N=C2C(N(C(C=C2N2[C@H](CN([C@@H](C2)CC)C(C)C2=CC=C3C(=N2)SC=N3)C)=O)C)=C1